C(C)(C)C1=C(C=CC(=C1)N)N 2-isopropyl-1,4-phenylenediamine